COC(=O)C1(CCC2(OCCO2)CC1)N 8-amino-1,4-dioxaspiro[4.5]decane-8-carboxylic acid methyl ester